BrC1=CC(=NN1)C(F)(F)F 5-bromo-3-(trifluorometh-yl)-1H-pyrazole